(S)-3-(6-((4-(2-(4-chloro-2-fluorophenyl)-2-methylbenzo[d][1,3]dioxol-4-yl)piperidin-1-yl)methyl)-5-((1-methoxycyclopropyl)methyl)pyridin-3-yl)-5-(trifluoromethyl)-1,2,4-oxadiazole ClC1=CC(=C(C=C1)[C@@]1(OC2=C(O1)C=CC=C2C2CCN(CC2)CC2=C(C=C(C=N2)C2=NOC(=N2)C(F)(F)F)CC2(CC2)OC)C)F